(3aR,6aS)-1-(7,8-dihydrofuro[3,2-e][1,3]benzothiazol-2-yl)tetrahydro-1H-furo[3,4-d]imidazol-2(3H)-one N1=C(SC2=C1C1=C(C=C2)OCC1)N1C(N[C@@H]2[C@H]1COC2)=O